S1C(=NC2=C1C=CC=C2)C=NN=C2N=C1/C(=C/N3C2=CC=C3)/C=CC=C1 (S,E)-11-[(Benzo[d]thiazol-2-ylmethylene)hydrazono]-pyrrolo[2,1-c][1,4]Benzodiazepine